3-(2-methyl-5-nitrophenyl)-1H-pyrazole CC1=C(C=C(C=C1)[N+](=O)[O-])C1=NNC=C1